S1C=NC2=C1C=CC(=C2)NC2=CC=NC1=CC=C(C=C21)C=2C=CC(=NC2F)C(=O)N2CC1(C2)CNC1 (5-(4-(benzo[d]thiazol-5-ylamino)quinolin-6-yl)-6-fluoropyridin-2-yl)(2,6-diazaspiro[3.3]heptan-2-yl)methanone